ClC=1C=CC(=C(C(=O)N[C@@H](C[C@H]2C(N[C@@H](C2)C)=O)C(C(=O)NC2CC2)O)C1)NC(CCC(F)(F)F)=O 5-chloro-N-((2S)-4-(cyclopropylamino)-3-hydroxy-1-((3S,5R)-5-methyl-2-oxopyrrolidin-3-yl)-4-oxobutan-2-yl)-2-(4,4,4-trifluorobutanamido)benzamide